(difluoro-λ4-sulfanylidene)diethylammonium tetrafluoroborate F[B-](F)(F)F.FS(F)=[N+](CC)CC